antimony-bismuth lithium [Li].[Bi].[Sb]